1-((1,2-dimethyl-1H-imidazol-5-yl) methyl)-1H-benzo[d]imidazole-6-carboxylate CN1C(=NC=C1CN1C=NC2=C1C=C(C=C2)C(=O)[O-])C